COCC(=O)OCC1=C(C(=C(C(=C1)N(C(COC)=O)C)[N+](=O)[O-])F)Br 2-bromo-3-fluoro-5-(2-methoxy-N-methylacetamido)-4-nitrobenzyl 2-methoxyacetate